C1(CC1)[C@@H]1CC[C@@H](N1C1=NC=CC=C1)C(=O)NC1=CC(=C(C=C1)C)C1=NC=C(C=N1)F cis-5-cyclopropyl-N-(3-(5-fluoropyrimidin-2-yl)-4-methylphenyl)-1-(pyridin-2-yl)pyrrolidine-2-carboxamide